N1C=NC=C1N Imidazole-5-amine